C(CCCCCCCCC)OCC(OCCCCCCCCCC)COCCCCCCCCCC tri-O-decylglycerol